BrC=1C=C2C(=NC1)NC(=C2C2=CC(=CC=C2)F)C=O 5-bromo-3-(3-fluorophenyl)-1H-pyrrolo[2,3-b]pyridine-2-carbaldehyde